(2S,4R)-1-[(2S)-2-(4-cyclopropyltriazol-1-yl)-3,3-dimethyl-butanoyl]-4-hydroxy-N-[2-(3-methoxyphenyl)-2-methyl-propyl]pyrrolidine-2-carboxamide C1(CC1)C=1N=NN(C1)[C@H](C(=O)N1[C@@H](C[C@H](C1)O)C(=O)NCC(C)(C)C1=CC(=CC=C1)OC)C(C)(C)C